ClC=1C(=C(C=CC1F)N(C(=O)[C@H]1N(C(N(C1)CC(CN1C[C@@H](CC1)F)O)=O)C1=NC(=CC(=C1)C(F)(F)F)C)C)F (4S)-N-(3-Chloro-2,4-difluorophenyl)-1-(3-((R)-3-fluoropyrrolidin-1-yl)-2-hydroxy-propyl)-N-methyl-3-(6-methyl-4-(trifluoromethyl)pyridin-2-yl)-2-oxoimidazolidine-4-carboxamide